ClC1=CC=C(OCC2=NN=C(S2)NC(C2=C(N=CC=C2)N2C(CNC(C2)=O)C)=O)C=C1 N-(5-((4-chlorophenoxy)methyl)-1,3,4-thiadiazol-2-yl)-2-(2-methyl-5-oxopiperazin-1-yl)nicotinamide